N-(diphenylmethylene)pyridin-2-amine C1(=CC=CC=C1)C(=NC1=NC=CC=C1)C1=CC=CC=C1